3-(5-(4-Bromophenyl)furan-2-yl)-1-(1,3-dithian-2-yl)-2-phenylprop-2-en-1-one BrC1=CC=C(C=C1)C1=CC=C(O1)C=C(C(=O)C1SCCCS1)C1=CC=CC=C1